BrC1=NC(=C(C(=O)OC)C(=C1)C(=C)OCC)NC([2H])([2H])[2H] Methyl 6-bromo-4-(1-ethoxyvinyl)-2-((methyl-d3)amino)nicotinate